tert-butyl (2R,5S)-4-(2-bromo-5-oxo-4,5-dihydropyrazolo[1,5-a]pyrimidin-7-yl)-2,5-dimethylpiperazine-1-carboxylate BrC1=NN2C(NC(C=C2N2C[C@H](N(C[C@@H]2C)C(=O)OC(C)(C)C)C)=O)=C1